3-[[3-(3,4-dihydroxyphenyl)-1-oxo-2-propen-1-yl]oxy]-1,4,5-trihydroxycyclohexanecarboxylic acid OC=1C=C(C=CC1O)C=CC(=O)OC1CC(CC(C1O)O)(C(=O)O)O